ON1[C@@H]2CC[C@H](N(C1=O)C2)C(=O)NO[C@H](CNC(OC(C)(C)C)=O)C tert-Butyl {(2S)-2-[({[(2S,5R)-6-hydroxy 7-oxo-1,6-diazabicyclo[3.2.1]oct-2-yl]carbonyl}amino)oxy]propyl}carbamate